(2-Fluoro-5-(1-cyclopropyltriazol-5-yl)pyridin-3-yl)boronic acid FC1=NC=C(C=C1B(O)O)C1=CN=NN1C1CC1